N1=CC=C2N1CCCC2 4H,5H,6H,7H-pyrazolo[1,5-a]pyridin